FC(COC(=O)N1CCCC2=NC(=CC=C12)C(C)NC(C1=CC=C(C=C1)F)=O)(F)F 2,2,2-Trifluoroethyl-6-(1-(4-fluorobenzamido)ethyl)-3,4-dihydro-1,5-naphthyridin-1(2H)-carboxylat